2,2'-methylene-bis[4-(1,1,3,3-tetramethylbutyl)-6-(2H-benzotriazol-2-yl)phenol] C(C1=C(C(=CC(=C1)C(CC(C)(C)C)(C)C)N1N=C2C(=N1)C=CC=C2)O)C2=C(C(=CC(=C2)C(CC(C)(C)C)(C)C)N2N=C1C(=N2)C=CC=C1)O